C(#N)C=1N(C2=CC=CC=C2C1CN(C(OCC1=CC=CC=C1)=O)C1CCC1)CC1=CC=C(C=C1)C Benzyl {[2-cyano-1-(4-methylbenzyl)-1H-indol-3-yl]methyl}cyclobutylcarbamate